3-(2-{5-[(7R)-7-amino-2-azabicyclo[2.2.1]heptane-2-carbonyl]-7-methoxy-1-methyl-1H-1,3-benzodiazol-2-yl}-1-(cyclopropylmethyl)-1H-pyrrolo[2,3-b]pyridin-6-yl)-2,6-difluorophenol N[C@H]1C2N(CC1CC2)C(=O)C2=CC1=C(N(C(=N1)C1=CC=3C(=NC(=CC3)C=3C(=C(C(=CC3)F)O)F)N1CC1CC1)C)C(=C2)OC